manganese aluminum magnesium arsenic [As].[Mg].[Al].[Mn]